2-(3-(3'-fluoro-4'-methoxy-6-methyl-[1,1'-biphenyl]-3-yl)-4-(4-sulfamoylbenzyl)-1H-pyrazol-1-yl)thiazole-4-carboxylic acid FC=1C=C(C=CC1OC)C1=CC(=CC=C1C)C1=NN(C=C1CC1=CC=C(C=C1)S(N)(=O)=O)C=1SC=C(N1)C(=O)O